ClC1=C(C=C(C=2C(=C3N(C12)CCN(C3=O)CCOC)C=3C=NN(C3)C3OCCCC3)NC(OC(C)(C)C)=O)Cl tert-Butyl N-[6,7-dichloro-2-(2-methoxy ethyl)-1-oxo-10-(1-tetrahydropyran-2-ylpyrazol-4-yl)-3,4-dihydropyrazino[1,2-a]indol-9-yl]carbamate